triglycerol dodecanoate C(CCCCCCCCCCC)(=O)O.OCC(O)CO.OCC(O)CO.OCC(O)CO